6-(tetrahydrofuran-3-yl)thiazolo[4,5-b]pyridin-2-amine O1CC(CC1)C=1C=C2C(=NC1)N=C(S2)N